9,9-dimethylfluorene-2-boronic acid pinacol ester CC1(C2=CC=CC=C2C=2C=CC(=CC12)B1OC(C)(C)C(C)(C)O1)C